7-(3,6-Dihydro-2H-pyran-4-yl)-8-oxo-1,3,4,8-tetrahydropyrido[2,1-c][1,4]oxazine O1CCC(=CC1)C=1C(C=C2COCCN2C1)=O